CC1(N(CCC1)CC(=O)NC=1C=C(C(=NC1)C(F)(F)F)NC(=O)C=1C=C2C(=NC1)NC(=C2)C=2C=NN(C2)C)C N-(5-(2-(2,2-dimethylpyrrolidin-1-yl)acetamido)-2-(trifluoromethyl)pyridin-3-yl)-2-(1-methyl-1H-pyrazol-4-yl)-1H-pyrrolo[2,3-b]pyridine-5-carboxamide